NC=1C(=NN(C1)[C@@H]1CC([C@](CC1)(O)CN(CCC1CCN(CC1)C(=O)[O-])C)C(C)(C)C)C(F)F 4-(2-((((1S,4S)-4-(4-amino-3-(difluoromethyl)-1H-pyrazol-1-yl)-tert-butyl 1-hydroxycyclohexyl)methyl)(methyl)amino)ethyl)piperidine-1-carboxylate